ClC1=CC(=C(C=C1)C1=CC=C(C=C1)N1CCN(CC1)CC(C)C)N1C[C@@H](CCC1)N1N=CC(=C1C(F)F)C(=O)O 1-{1-(3R)-[4-chloro-4'-(4-isobutylpiperazin-1-yl)[biphenyl]-2-yl]piperidin-3-yl}-5-(difluoromethyl)-1H-pyrazole-4-carboxylic acid